3-oxetanylmethyl (3-oxetanylmethyl) ether O1CC(C1)COCC1COC1